N-(3-(dimethylamino)propyl)-3-((2S)-2-hydroxy-3-(8-(5,6,7,8-tetrahydronaphthalen-2-ylsulfonyl)-1-oxa-8-azaspiro[4.5]decan-3-ylamino)propoxy)benzenesulfonamide CN(CCCNS(=O)(=O)C1=CC(=CC=C1)OC[C@H](CNC1COC2(C1)CCN(CC2)S(=O)(=O)C2=CC=1CCCCC1C=C2)O)C